3-(4-((2-(diisopropylamino)ethyl)thio)-1-oxoisoindolin-2-yl)piperidine-2,6-dione C(C)(C)N(CCSC1=C2CN(C(C2=CC=C1)=O)C1C(NC(CC1)=O)=O)C(C)C